4-((2-(3,4-dichloro-5-methyl-1H-pyrrole-2-carboxamido)-5-(5-oxo-4,5-dihydro-1,2,4-oxadiazol-3-yl)phenyl)amino)piperidin-1-ium chloride [Cl-].ClC1=C(NC(=C1Cl)C)C(=O)NC1=C(C=C(C=C1)C1=NOC(N1)=O)NC1CC[NH2+]CC1